[SH3+].O1C(=O)C=CC2=CC=CC=C12 coumarin sulfonium salt